FC(C)(F)C=1C=C(C(=C(C1)O)C1=CC2=C(N=N1)N(C=C2C)C2CC(C2)(C)O)C 5-(1,1-Difluoroethyl)-2-{7-[(1s,3s)-3-hydroxy-3-methylcyclobutyl]-5-methyl-7H-pyrrolo[2,3-c]pyridazin-3-yl}-3-methylphenol